3-methacryloxypropyltritert-butoxysilane C(C(=C)C)(=O)OCCC[Si](OC(C)(C)C)(OC(C)(C)C)OC(C)(C)C